(4-hydroxy-3-carbamoylphenyl)-5-nitrofuran-2-carboxamide OC1=C(C=C(C=C1)C1=C(OC(=C1)[N+](=O)[O-])C(=O)N)C(N)=O